Di(Hydroxyphenyl)methoxypropoxysilane OC1=C(C=CC=C1)C(OCCCO[SiH3])C1=C(C=CC=C1)O